7,9-Dioctyl-N-phenyl-9H-carbazol-2-amine C(CCCCCCC)C1=CC=C2C=3C=CC(=CC3N(C2=C1)CCCCCCCC)NC1=CC=CC=C1